thiazole-2-carboxylic acid potassium salt [K+].S1C(=NC=C1)C(=O)[O-]